3,5-dichloro-N-hydroxyiminobenzoyl chloride ClC=1C(C(C(=O)Cl)C=C(C1)Cl)=NO